ClC1=CC=C(C=C1)N(C(=O)NC)C N-p-chlorophenyl-N,N'-dimethyl-urea